6-Chloro-11-ethyl-4-(trifluoromethyl)-8-oxa-3,5-diazatricyclo[7.4.0.02,7]trideca-1(13),2,4,6,9,11-hexaene ClC=1N=C(N=C2C3=CC=C(C=C3OC12)CC)C(F)(F)F